ethyl (R)-3-(2-((tert-butyldiphenylsilyl)oxy)ethyl)-4-(3-(pyridin-3-yl)phenyl)-2,3-dihydro-1H-pyrrolo[3,4-c]pyridine-6-carboxylate [Si](C1=CC=CC=C1)(C1=CC=CC=C1)(C(C)(C)C)OCC[C@H]1NCC2=C1C(=NC(=C2)C(=O)OCC)C2=CC(=CC=C2)C=2C=NC=CC2